CC(C)N1CCN(CC1)C1=CC=C(C=C1)N1C(C(=CC2=CC=CC=C12)C1=CC=NC=C1)=O {4-[4-(propan-2-yl)piperazin-1-yl]phenyl}-3-(pyridin-4-yl)-1,2-dihydroquinolin-2-one